3-(5-(5-(4,4-difluoropiperidine-1-carbonyl)-1H-pyrrolo[2,3-b]pyridin-1-yl)pyridin-3-yl)-1,2,4-oxadiazol-5(4H)-one FC1(CCN(CC1)C(=O)C=1C=C2C(=NC1)N(C=C2)C=2C=C(C=NC2)C2=NOC(N2)=O)F